CC=1C(CC2C(C2C1)(C)C)C(C)=O 1-(4,7,7-trimethylbicyclo[4.1.0]hept-4-en-3-yl)ethan-1-one